diethyl-N,N'-[(4R,5R)-4,5-dimethyl-1,8-dioxo-3,6-dioxaoctylene]bis(12-methylaminolauric acid) C(C)C(C(=O)O)(CCCCCCCCCCN(C(CO[C@@H]([C@H](OCC(=O)N(CCCCCCCCCCCC(=O)O)C)C)C)=O)C)CC